2-chloro-6-hydroxy-phenylboronic acid ClC1=C(C(=CC=C1)O)B(O)O